2-methyl-N-(1-methylpiperidin-4-yl)-5-((2-(((tetrahydro-2H-pyran-2-yl)oxy)methyl)benzyl)oxy)benzofuran-3-carboxamide CC=1OC2=C(C1C(=O)NC1CCN(CC1)C)C=C(C=C2)OCC2=C(C=CC=C2)COC2OCCCC2